(3S,6S)-6-(((tert-butyldimethylsilyl)oxy)methyl)-3-hydroxy-5-methyl-3,6-dihydropyridine-1(2H)-carboxylic acid tert-butyl ester C(C)(C)(C)OC(=O)N1C[C@H](C=C([C@H]1CO[Si](C)(C)C(C)(C)C)C)O